2-(4-nitro-phenyl)-3H-benzoimidazole-5-carboxylic acid phenylamide C1(=CC=CC=C1)NC(=O)C1=CC2=C(N=C(N2)C2=CC=C(C=C2)[N+](=O)[O-])C=C1